FC1=CC=C(C=C1)N1C(N(C=C(C1=O)C(=O)NC1=CC=C(C=N1)OC1=CC=NC2=CN=C(C=C12)C(=O)N(C1CCN(CC1)C)C)C(C)C)=O 4-[[6-[[3-(4-fluorophenyl)-1-isopropyl-2,4-dioxo-pyrimidine-5-carbonyl]amino]-3-pyridyl]oxy]-N-methyl-N-(1-methyl-4-piperidyl)-1,7-naphthyridine-6-carboxamide